C(CCCCCCCCCCCCCCCCC)[N+]1=C(NC=C1)C octadecyl-methylimidazolium